(R)-1-(4-(trifluoromethoxyl)phenyl)pyrroline FC(OC1=CC=C(C=C1)N1C=CCC1)(F)F